ClC1=NC=C(C(=N1)C1=CC=C(C=C1)C(C(=O)N)C(C)(C)C)C (4-(2-chloro-5-methylpyrimidin-4-yl)phenyl)-3,3-dimethylbutyramide